C(C(=C)C)(=O)OCCNC(NCC(CC[Si](OC)(OC)OC)(C)C)=O 3,3-dimethoxy-6,6-dimethyl-9-oxo-2-oxa-8,10-diaza-3-siladodecan-12-yl methacrylate